methyl 2-((6-((3-chloro-5-cyano-6-((3R,5S)-4,4-difluoro-3,5-dimethylpiperidin-1-yl)pyridin-2-yl)amino)-2-(oxetan-3-ylmethoxy)quinolin-3-yl)oxy)acetate ClC=1C(=NC(=C(C1)C#N)N1C[C@H](C([C@H](C1)C)(F)F)C)NC=1C=C2C=C(C(=NC2=CC1)OCC1COC1)OCC(=O)OC